N1CC(OCC1)CC(=O)O 2-MORPHOLINEACETIC ACID